COC=1C=CC=C2C(=NC=NC12)N1CCC(CC1)CO (1-(8-Methoxyquinazolin-4-yl)piperidin-4-yl)methanol